FC1=C2[C@@H]([C@H](COC2=CC=C1)N1C[C@H](OCC1)C)NC=1C2=C(N=CN1)NC(=C2)C(F)(F)F N-((3R,4S)-5-fluoro-3-((R)-2-methylmorpholino)chroman-4-yl)-6-(trifluoromethyl)-7H-pyrrolo[2,3-d]pyrimidin-4-amine